[N+](=O)([O-])N1C(N(CC1)[N+](=O)[O-])=O 1,3-dinitro-imidazolidin-2-one